ClC1=NC=C(C(=N1)C1=NC=2C=CC3=C(C2C=C1)C1=C(S3)C(N[C@@H](CN1)C)=O)F (R)-3-(2-chloro-5-fluoropyrimidin-4-yl)-10-methyl-9,10,11,12-tetrahydro-8H-[1,4]diazepino[5',6':4,5]thieno[3,2-f]quinolin-8-one